The molecule is a flavanone glycoside that is (+)-taxifolin substituted by an alpha-L-arabinofuranosyl residue at position 3. It has a role as a metabolite. It is an alpha-L-arabinofuranoside, a member of 3'-hydroxyflavanones, a flavanone glycoside, a monosaccharide derivative, a tetrahydroxyflavanone and a member of 4'-hydroxyflavanones. It derives from an alpha-L-arabinofuranose and a (+)-taxifolin. C1=CC(=C(C=C1[C@@H]2[C@H](C(=O)C3=C(C=C(C=C3O2)O)O)O[C@H]4[C@@H]([C@H]([C@@H](O4)CO)O)O)O)O